ClC=1C=C2C(=CC=NC2=NC1Cl)O 6,7-dichloro-4-hydroxy-1,8-naphthyridine